tert-butyl 2-(5-amino-3-pyridyl)piperidine-1-carboxylate NC=1C=C(C=NC1)C1N(CCCC1)C(=O)OC(C)(C)C